2-(2-oxo-4-phenyl-chromen-7-yl)oxy-N-(2-pyridyl)acetamide methyl-1-[2-(2-oxo-4-phenyl-chromen-7-yl)oxyacetyl]piperidine-3-carboxylate COC(=O)C1CN(CCC1)C(COC1=CC=C2C(=CC(OC2=C1)=O)C1=CC=CC=C1)=O.O=C1OC2=CC(=CC=C2C(=C1)C1=CC=CC=C1)OCC(=O)NC1=NC=CC=C1